4-(3,3-dimethylpiperazin-1-yl)-N-(2-methyl-[1,2,4]triazolo[1,5-a]pyrimidin-6-yl)-2,3-dihydro-1H-pyrrolo[2,3-b]pyridine-1-carboxamide 2,2,2-trifluoroacetate FC(C(=O)O)(F)F.CC1(CN(CCN1)C1=C2C(=NC=C1)N(CC2)C(=O)NC=2C=NC=1N(C2)N=C(N1)C)C